CN(S(=O)(=O)C1=CC=C(C=C1)C)C#COC(C1=C(C=CC=C1)N1C=CC=C1)=O ((N-methyl-4-methylphenylsulfonamido)ethynyl)-2-(1H-pyrrol-1-yl)benzoate